2-[(3s,4s)-4-hydroxy-3-methyl-1-piperidinyl]-N-(2-sulfamoyl-4-pyridinyl)-5-(trifluoromethyl)-pyridine-3-carboxamide O[C@@H]1[C@H](CN(CC1)C1=NC=C(C=C1C(=O)NC1=CC(=NC=C1)S(N)(=O)=O)C(F)(F)F)C